B(O)(O)O.ClC=1C=CC2=C(NN2C)C1 5-chloro-2-methylbenzodiazetidine borate